N-(3-(2-((6-(4-((3R,5R,7R)-adamantane-1-carbonyl)piperazin-1-yl)-4-methoxypyridine-3-yl)amino)-5-methyl-7-oxopyrido[2,3-d]pyrimidin-8(7H)-yl)phenyl)cyclopropanecarboxamide C12(CC3CC(CC(C1)C3)C2)C(=O)N2CCN(CC2)C2=CC(=C(C=N2)NC=2N=CC3=C(N2)N(C(C=C3C)=O)C=3C=C(C=CC3)NC(=O)C3CC3)OC